C(C=C)C=CC=C allyl-butadiene